5-chloro-2-(difluoromethoxy)-3-(5-(3,5-difluoropyridin-4-yl)-4-methyl-4H-1,2,4-triazol-3-yl)pyridine ClC=1C=C(C(=NC1)OC(F)F)C1=NN=C(N1C)C1=C(C=NC=C1F)F